ClC=1C=C(C=CC1C)NCC(=O)NCC1=CC=C2C=C(C(=NC2=C1)C)C1C(NC(CC1)=O)=O 2-((3-chloro-4-methylphenyl)amino)-N-((3-(2,6-dioxopiperidin-3-yl)-2-methylquinolin-7-yl)methyl)acetamide